m-di(α-hydroxyisopropyl)benzene OC(C)(C)C1=CC(=CC=C1)C(C)(C)O